NC=1N=CC(=NC1C(=O)N1CCNCC1)C1=CC=C(CNC2=C(C(=O)NC3=CC=C(C=C3)F)C=C(C=N2)C(F)(F)F)C=C1 2-{4-[5-Amino-6-(piperazine-1-carbonyl)-pyrazin-2-yl]-benzylamino}-N-(4-fluoro-phenyl)-5-trifluoromethyl-nicotinamide